3-[2-[5,7-difluoro-2-(4-fluorophenyl)-1H-indol-3-yl]ethyl]imidazolidine-2,4-dione FC=1C=C2C(=C(NC2=C(C1)F)C1=CC=C(C=C1)F)CCN1C(NCC1=O)=O